BrC1=C(C(=O)OC)C=C(C=C1)NC1=NC=C(C(=N1)NCC1=CC(=CC=C1)F)C methyl 2-bromo-5-((4-((3-fluorobenzyl)amino)-5-methylpyrimidin-2-yl)amino)-benzoate